C(=C)C1=CC(=C(C(=C1)OC)O)OC 4-vinyl-2,6-dimethoxyphenol